N-(9,9-dimethyl-9H-fluoren-2-yl)-N-(3',3',4',7'-tetramethyl-2',3'-dihydrospiro-[fluoren-9,1'-inden]-2-yl)dibenzo[b,d]thiophen-2-amine CC1(C2=CC=CC=C2C=2C=CC(=CC12)N(C1=CC2=C(SC3=C2C=CC=C3)C=C1)C1=CC3=C(C=C1)C1=CC=CC=C1C31CC(C3=C(C=CC(=C13)C)C)(C)C)C